2-((1s,2r)-1-(2-cyanophenyl)-1-(1,3-dimethyl-1H-pyrazol-5-yl)propan-2-yl)-5-hydroxy-N-(isoxazol-4-yl)-1-methyl-6-oxo-1,6-dihydropyrimidine-4-carboxamide C(#N)C1=C(C=CC=C1)[C@H]([C@@H](C)C=1N(C(C(=C(N1)C(=O)NC=1C=NOC1)O)=O)C)C1=CC(=NN1C)C